(E)-4-oxo-4-((9-oxo-2-(trifluoromethyl)-9H-indeno[2,1-d]pyrimidin-7-yl)amino)but-2-enoic acid O=C(/C=C/C(=O)O)NC1=CC=2C(C=3N=C(N=CC3C2C=C1)C(F)(F)F)=O